CC1=C(N=NC(=C1C)\N=C\1/SC2=C(N1COCC[Si](C)(C)C)C=CC=C2)NC=2SC=C(N2)C(=O)OCC Ethyl 2-[(4,5-dimethyl-6-{[(2Z)-3-{[2-(trimethylsilyl) ethoxy] methyl}-2,3-dihydro-1,3-benzothiazol-2-ylidene] amino} pyridazin-3-yl) amino]-1,3-thiazole-4-carboxylate